[Fe].[Co].[Zn] zinc-cobalt iron